methyl (S,E)-(7-amino-1,7-dioxo-1-((2-oxo-1-((4-(3,3,3-trifluoropropyl)-1H-benzo[d]imidazol-2-yl)methyl)-1,2-dihydropyridin-3-yl)amino)hept-5-en-2-yl)carbamate NC(/C=C/CC[C@@H](C(NC=1C(N(C=CC1)CC1=NC2=C(N1)C=CC=C2CCC(F)(F)F)=O)=O)NC(OC)=O)=O